CN1CC2(CC1)CCN(CC2)C=2C1=C(N=C(N2)C2=CC=NC=C2)C(=NC=C1)C#CCO 3-(4-(2-methyl-2,8-diazaspiro[4.5]decan-8-yl)-2-(pyridin-4-yl)pyrido[3,4-d]pyrimidin-8-yl)prop-2-yn-1-ol